Br\C(\CCl)=C(/CCl)\Cl (E)-2-bromo-1,3,4-trichloro-2-butene